ClS(=O)(=O)NC(OC(C)(C)C)=O tert-butyl [chlorosulfonyl]carbamate